(RS)-4-Chloro-N-[4-(2-pyrrolidin-3-yl-ethyl)-phenyl]-benzamide ClC1=CC=C(C(=O)NC2=CC=C(C=C2)CC[C@H]2CNCC2)C=C1 |r|